N(=[N+]=[N-])CCOCCOCCN1C(S\C(\C1=O)=C/C1=CC(=C(OC2=C(C=C(C#N)C=C2)C(F)(F)F)C=C1)OC)=O (Z)-4-(4-((3-(2-(2-(2-azidoethoxy)ethoxy)ethyl)-2,4-dioxothiazolidine-5-ylidene)methyl)-2-methoxyphenoxy)-3-(trifluoromethyl)benzonitrile